ClC=1SC(=CN1)CCl L-2-chloro-5-chloromethylthiazole